5-cyclopropyl-2-(6-methyl-4-((1-methylpiperidin-3-yl)amino)phthalazin-1-yl)phenol C1(CC1)C=1C=CC(=C(C1)O)C1=NN=C(C2=CC(=CC=C12)C)NC1CN(CCC1)C